(R)-2-amino-4-(4-(2-(methoxy-d3)propoxy)phenyl)-6-((pyridin-2-ylmethyl)thio)pyridine-3,5-dicarbonitrile NC1=NC(=C(C(=C1C#N)C1=CC=C(C=C1)OC[C@@H](C)OC([2H])([2H])[2H])C#N)SCC1=NC=CC=C1